(R)-4-((2-cyanophenyl)thio)-6-(1-(3-hydroxybutyl)-1H-pyrazol-4-yl)pyrazolo[1,5-a]pyridine-3-carbonitrile C(#N)C1=C(C=CC=C1)SC=1C=2N(C=C(C1)C=1C=NN(C1)CC[C@@H](C)O)N=CC2C#N